(2S)-2-(cyanomethyl)-4-(2-(methylthio)-7-(8-((triisopropylsilyl)ethynyl)naphthalen-1-yl)-7,8-dihydro-5H-pyrano[4,3-d]pyrimidin-4-yl)piperazine-1-carboxylate C(#N)C[C@@H]1N(CCN(C1)C=1C2=C(N=C(N1)SC)CC(OC2)C2=CC=CC1=CC=CC(=C21)C#C[Si](C(C)C)(C(C)C)C(C)C)C(=O)[O-]